B(O)(O)C=1C=C(C(=O)NCC=2C=C(CN(CC(=O)O)C(C3=CC(=CC(=C3)F)B(O)O)=O)C=CC2)C=C(C1)F N-(3-((3-borono-5-fluorobenzamido)methyl)benzyl)-N-(3-borono-5-fluorobenzoyl)glycine